COC=1C=C(C=C(C1)C)B(O)O (3-methoxy-5-methyl-phenyl)boronic acid